C(=O)(O)C1=CC=C(C=C1)C1=C(C(=C(C(=C1C)C1=CC=C(C=C1)C(=O)O)C)C1=CC=C(C=C1)C(=O)O)C 1,3,5-tri(4-carboxyphenyl)-2,4,6-trimethylbenzene